1-[(1-Methyl-1H-tetrazol-5-yl)-(3-trifluoromethyl-phenyl)-methyl]-3-spiro[3.3]hept-2-yl-urea CN1N=NN=C1C(NC(=O)NC1CC2(C1)CCC2)C2=CC(=CC=C2)C(F)(F)F